COC(=O)C=1C=C2C=CC(=NC2=CC1)C(F)(F)F (trifluoromethyl)quinoline-6-carboxylic acid methyl ester